7-amino-3-(hydroxymethyl)-6-(3-methoxy-2,6-dimethylphenyl)-5-oxo-5,6-dihydro-1,6-naphthyridine-8-carboxamide NC=1N(C(C=2C=C(C=NC2C1C(=O)N)CO)=O)C1=C(C(=CC=C1C)OC)C